C(C)(C)(C)OC(=O)N[C@@H](CC(=O)OCC)C=1C=C(C=C(C1)C1CC1)C1=C(C=C(C=C1C)C)CCCCC=C Ethyl (S)-3-((tert-butoxycarbonyl)amino)-3-(5-cyclopropyl-2'-(hex-5-en-1-yl)-4',6'-dimethyl-[1,1'-biphenyl]-3-yl)propanoate